C(C1=CC=CC=C1)ONC1=CC=CC=C1 N-benzyloxyaniline